COC1=CC=C(CN2C(N(CCC2=O)C2=CN=CC3=C(C=CC=C23)N2CCC(CC2)C=O)=O)C=C1 1-(4-(3-(4-Methoxybenzyl)-2,4-dioxotetrahydropyrimidin-1(2H)-yl)isoquinolin-8-yl)piperidine-4-carbaldehyde